ClC1=CC=C2C(=CNC2=C1Cl)S(=O)(=O)NC1=NC=C(C=C1OC)OCC(F)F 6,7-Dichloro-N-[5-(2,2-difluoroethoxy)-3-methoxypyridin-2-yl]-1H-indol-3-sulfonamid